S1C(=NC2=C1C1=CC=CC=C1C=C2)NC(=O)[C@H]2NC(CC2)=O (S)-N-(naphtho[2,1-d]thiazol-2-yl)-5-oxopyrrolidine-2-carboxamide